propyl-hydroxysulfonic acid C(CC)OS(=O)(=O)O